sodium 2,5-dihydro-5-oxo-2-furanacetate O=C1C=CC(O1)CC(=O)[O-].[Na+]